N[C@@H]1CC[C@H](CC1)C(C)(C)O trans-2-(4-aminocyclohexyl)propan-2-ol